(1'R,2'R)-2,6-dihydroxy-5'-methyl-2'-(propan-1-En-2-yl)-4-propyl-1',2',3',4'-tetrahydro-[1,1'-biphenyl]-3-carboxylic acid OC1=C(C(=CC(=C1C(=O)O)CCC)O)[C@H]1[C@@H](CCC(=C1)C)C(=C)C